NC1=NC(=C(C=2N1C(N(N2)CCCF)=O)Br)C2=CC=CC=C2 5-amino-8-bromo-2-(3-fluoropropyl)-7-phenyl-[1,2,4]triazolo[4,3-c]pyrimidin-3(2H)-one